C(C)OC1=C(C=CC=C1)N1CCN(CC1)CC(COC1=C(C=C2C(C(OCC2=C1)C)=O)OC)O 7-(3-(4-(2-ethoxyphenyl)piperazin-1-yl)-2-hydroxypropoxy)-6-methoxy-3-methylisochroman-4-one